The molecule is an organic heterotetracyclic compound obtained by intramolecular formation of a C-C bond between positions 8 and 5' of dGMP. It has a role as a Mycoplasma genitalium metabolite. It is a N-glycosyl compound, an aromatic amine, a bridged compound, an organic heterotetracyclic compound, a phosphate monoester and a secondary alcohol. It derives from a 2'-deoxyguanosine 5'-monophosphate. C1[C@@H]([C@H]2[C@@H](C3=NC4=C(N3[C@@H]1O2)N=C(NC4=O)N)OP(=O)(O)O)O